C(#N)C=1C(=CC(=NC1)C1=C(C2=NC(=CC=C2N1CCOC)C=O)C(=O)N)NCCOC (5-cyano-4-((2-methoxyethyl)amino)pyridin-2-yl)-5-formyl-1-(2-methoxyethyl)-1H-pyrrolo[3,2-b]pyridine-3-carboxamide